(1-(naphthalen-1-yl)cyclopropyl)-5-nitrobenzamide C1(=CC=CC2=CC=CC=C12)C1(CC1)C1=C(C(=O)N)C=C(C=C1)[N+](=O)[O-]